1-(3,6-Dihydro-2H-pyran-4-yl)pyrrolidine ethyl-(2,2,2-trifluoroethyl)(2-fluorophenyl)phosphinate C(C)OP(=O)(C1=C(C=CC=C1)F)CC(F)(F)F.O1CCC(=CC1)N1CCCC1